tri-hydroxypentane OC(CCCC)(O)O